(5RS)-5-{[3-(fluoromethyl)azetidin-1-yl]carbonyl}-2-(4-methylbenzyl)-5,6,7,8-tetrahydro[1,2,4]triazolo[4,3-a]pyridin-3(2H)-one FCC1CN(C1)C(=O)[C@H]1CCCC=2N1C(N(N2)CC2=CC=C(C=C2)C)=O |r|